2-(3-(azetidin-1-ylmethyl)pyrrolidin-1-yl)-N-(3-fluoro-4-(piperidin-1-yl)phenyl)-5-methyl-oxazole-4-carboxamide N1(CCC1)CC1CN(CC1)C=1OC(=C(N1)C(=O)NC1=CC(=C(C=C1)N1CCCCC1)F)C